ClC1=C2N(C(C(=N1)N[C@H](C)C1=C(C=CC(=C1)C)C)=O)[C@@H](CC2)C(=O)[O-] (S)-1-chloro-3-(((R)-1-(2,5-dimethylphenyl)ethyl)amino)-4-oxo-4,6,7,8-tetrahydropyrrolo[1,2-a]pyrazine-6-carboxylate